COC(C1=C(C=CC=C1)C1=CN(C=C(C1=O)C=NOC(C)C)CC(O)C1=C(C=CC(=C1)F)OC)=O Methyl-2-(1-(2-(5-fluoro-2-methoxyphenyl)-2-hydroxyethyl)-5-((isopropoxyimino)methyl)-4-oxo-1,4-dihydropyridin-3-yl)benzoate